CC=1C=C(C=CC1OC1=CC2=C(N(C=N2)C)C=C1)NC1=NC=NC2=CC=C(C=C12)O[C@H]1CNCC1 N-{3-methyl-4-[(1-methyl-1,3-benzodiazol-5-yl)oxy]phenyl}-6-[(3R)-pyrrolidin-3-yloxy]quinazolin-4-amine